tert-butyl 7-bromo-1-oxo-3,4-dihydroisoquinoline-2-carboxylate BrC1=CC=C2CCN(C(C2=C1)=O)C(=O)OC(C)(C)C